Tert-butyl (8-(2-(2,3-difluoro-6-(2-morpholinothiazol-4-yl)phenoxy) acetamido)octyl)carbamate FC1=C(OCC(=O)NCCCCCCCCNC(OC(C)(C)C)=O)C(=CC=C1F)C=1N=C(SC1)N1CCOCC1